N1(N=NC2=C1C=CC=C2)O[P](N(C)C)(N(C)C)N(C)C benzotriazol-1-yloxy-tris(dimethylamino)phosphorus